N-(3-chloro-5-(ethylsulfonamido)phenyl)-1-methyl-5-(pyrimidin-2-yl)-1H-pyrrole-3-carboxamide ClC=1C=C(C=C(C1)NS(=O)(=O)CC)NC(=O)C1=CN(C(=C1)C1=NC=CC=N1)C